(2S,11aR)-8-chloro-6-isopropoxy-2-((2-oxo-1,2,3,4-tetrahydro-1,6-naphthyridin-7-yl)oxy)-2,3,11,11a-tetrahydro-1H,5H-benzo[f]pyrrolo[2,1-c][1,4]oxazepin-5-one ClC1=CC2=C(C(N3[C@@H](CO2)C[C@@H](C3)OC3=NC=C2CCC(NC2=C3)=O)=O)C(=C1)OC(C)C